C(C1=CC=CC=C1)N1N=C(C2=CC=CC=C12)OCC(=O)O.N[C@@H](CCCCN)C(=O)O L-lysine (1-benzyl-1H-indazol-3-yloxy)acetate